2-(2-Aminopyridin-3-yl)-3-(4-((4-((2-cyanopyrimidin-4-yl)amino)piperidin-1-yl)methyl)phenyl)-3H-imidazo[4,5-b]pyridine-5-carbonitrile NC1=NC=CC=C1C1=NC=2C(=NC(=CC2)C#N)N1C1=CC=C(C=C1)CN1CCC(CC1)NC1=NC(=NC=C1)C#N